N-((3S,5S)-1-((3S,4R)-1-(tert-butyl)-4-(4-Chloro-2-fluorophenyl)pyrrolidine-3-carbonyl)-5-(morpholine-4-carbonyl)pyrrolidin-3-yl)-N-((1s,4R)-4-methylcyclohexyl)pivalamide C(C)(C)(C)N1C[C@H]([C@@H](C1)C1=C(C=C(C=C1)Cl)F)C(=O)N1C[C@H](C[C@H]1C(=O)N1CCOCC1)N(C(C(C)(C)C)=O)C1CCC(CC1)C